BrC1=CC(=CC(=C1)OC)OC 1-bromo-3,5-di-methoxy-benzene